butyl 3-bromoazetidine-1-carboxylate BrC1CN(C1)C(=O)OCCCC